methyl (2R,4S)-5-allyl-4-((tert-butyldimethylsilyl)oxy)pyrrolidine-2-carboxylate C(C=C)C1[C@H](C[C@@H](N1)C(=O)OC)O[Si](C)(C)C(C)(C)C